2-methyl-6-((4-phenylpiperazin-1-yl)methyl)-2H-benzo[b][1,4]oxazin-3(4H)-one CC1C(NC2=C(O1)C=CC(=C2)CN2CCN(CC2)C2=CC=CC=C2)=O